(2,3-dioleoylpropyl)trimethyl-ammonium chloride [Cl-].C(CCCCCCC\C=C/CCCCCCCC)(=O)C(C[N+](C)(C)C)CC(CCCCCCC\C=C/CCCCCCCC)=O